n-Hexaheptacontane CCCCCCCCCCCCCCCCCCCCCCCCCCCCCCCCCCCCCCCCCCCCCCCCCCCCCCCCCCCCCCCCCCCCCCCCCCCC